benzyl 6-(7-oxo-6H-thieno[2,3-d]pyridazin-4-yl)-3,4-dihydro-1H-isoquinoline-2-carboxylate O=C1NN=C(C2=C1SC=C2)C=2C=C1CCN(CC1=CC2)C(=O)OCC2=CC=CC=C2